BrC=1C=C(C=C(C1)F)[C@@H](CO)N1C(C=C(C=C1)C=1C=C2C(=NNC2=CC1)C=1C=NN(C1)C)=O (S)-1-(1-(3-bromo-5-fluorophenyl)-2-hydroxyethyl)-4-(3-(1-methyl-1H-pyrazol-4-yl)-1H-indazol-5-yl)pyridin-2(1H)-one